(5-aminopyridin-2-yl)ethan-1-one tert-butyl-4-(4-oxopiperidin-1-yl)piperidine-1-carboxylate C(C)(C)(C)OC(=O)N1CCC(CC1)N1CCC(CC1)=O.NC=1C=CC(=NC1)C(C)=O